BrC=1C(N(C(N(C1C)CC(=O)O)=O)C(C)C)=O.C(C)(=O)N1CC(OCC1)C(=O)N1C(CC(C1)F)C(=O)NC(C1=CC=C(C=C1)C(C)C)C1=CC=CC=C1 1-(4-acetylmorpholine-2-carbonyl)-4-fluoro-N-{phenyl-[4-(prop-2-yl)phenyl]methyl}pyrrolidine-2-carboxamide (5-bromo-3-isopropyl-2,4-dioxo-3,4-dihydroMethyl-2H-pyrimidin-1-yl)-acetate